1,2-di-O-(9Z-octadecenyl)-sn-glycero-3-phosphocholine C(=CCCCCCCCCCCCCCCCC)OC[C@@H](OC=CCCCCCCCCCCCCCCCC)COP(=O)([O-])OCC[N+](C)(C)C